3,6-dichloro-N-ethylpyridazin-4-amine ClC=1N=NC(=CC1NCC)Cl